NC1=C(C=2C(=NC=C(C2S1)F)C=1C2=C(C=3C=NC(=NC3C1F)N1C[C@@H](CC1)N1CC(N(CC1)C)(C)C)COC2)C#N 2-Amino-7-fluoro-4-(5-fluoro-3-((R)-3-(3,3,4-trimethylpiperazin-1-yl)pyrrolidin-1-yl)-7,9-dihydrofuro[3,4-f]quinazolin-6-yl)thieno[3,2-c]pyridine-3-carbonitrile